C(C)(C)N1N=CC(=C1C=1N=C(C=2C(N1)=CN(N2)C)NCC2=CC=C(C=C2)C=2N(C=C(N2)C(F)(F)F)C)OC 5-(1-isopropyl-4-methoxy-1H-pyrazol-5-yl)-2-methyl-N-(4-(1-methyl-4-(trifluoromethyl)-1H-imidazol-2-yl)benzyl)-2H-pyrazolo[4,3-d]pyrimidin-7-amine